C(CCCCCC(C)C)OCC(C)O propylene glycol mono-iso-nonyl ether